C(C)(C)C1=C2C=C(N=CC2=C(C=C1)N1[C@H]([C@@H](C1)CS(=O)(=O)C)C)NC1=NC(=NC=C1)C1=CN=C(S1)C 5-isopropyl-8-((2s,3r)-2-methyl-3-((methylsulfonyl)methyl)azetidin-1-yl)-N-(2-(2-methylthiazol-5-yl)pyrimidin-4-yl)isoquinolin-3-amine